7-isopropyl-5,6,7,8-tetrahydro-2,7-naphthyridine C(C)(C)N1CCC=2C=CN=CC2C1